BrC=1C=CC=2N(C1)C(=C(N2)C2CC2)NC (6-Bromo-2-cyclopropyl-imidazo[1,2-a]pyridin-3-yl)-methyl-amine